C(C)(C)(C)OC(=O)N1CCN(CC1)C1=NC(=CN=C1)C1=CC=CC=C1 4-(6-phenylpyrazin-2-yl)piperazine-1-carboxylic acid tert-butyl ester